C(#N)[C@@H]1CN(CCC1)C(=O)O[C@H]1C[C@H](CC1)C1=CC(=NN1)NC(=O)OCC1=CC=CC=C1 (1R,3S)-3-(3-(((benzyloxy)carbonyl)amino)-1H-pyrazol-5-yl)cyclopentyl (S)-3-cyanopiperidine-1-carboxylate